3-[N,N-dimethyl-(3-myristoylaminopropyl)ammonio]propanesulfonic acid C[N+](C)(CCCS(=O)(=O)O)CCCNC(CCCCCCCCCCCCC)=O